C(C)O[Si](CCC1=CC=C(N)C=C1)(OCC)OCC 4-(2-triethoxysilylethyl)aniline